C(C=C)OC1=NC(=NC(=N1)OCC=C)OCCCCCCCCCC 2,4-bis(allyloxy)-6-(decyloxy)-1,3,5-triazine